CC1=C(C=CC=C1C)S(=O)(=O)N1CCC2(CC(CO2)NC[C@@H](COC=2C=C(C=CC2)S(=O)(=O)NC)O)CC1 3-((2S)-3-(8-(2,3-dimethylphenylsulphonyl)-1-oxa-8-azaspiro[4.5]decan-3-ylamino)-2-hydroxypropoxy)-N-methylbenzenesulphonamide